C(CCCCCCCC)C=1C(=C([O-])C=CC1)CCCCCCCCC bisnonylphenoxide